5-bromo-2-chloro-7-((2-(trimethylsilyl)ethoxy)methyl)-3,7-dihydro-4H-pyrrolo[2,3-d]pyrimidin-4-one BrC1=CN(C=2N=C(NC(C21)=O)Cl)COCC[Si](C)(C)C